NCC1(CCN(CC1)C=1N=CC(=NC1)SC=1C(=C2C(N(C=NC2=CC1)CC1=CC=CC=C1)=O)Cl)C 6-((5-(4-(aminomethyl)-4-methylpiperidin-1-yl)pyrazin-2-yl)thio)-3-benzyl-5-chloroquinazoline-4(3H)-On